COC1=NC=C(C(=N1)OC)C1=CC(=C(N=N1)C)C1C(C1)C(C)C 2-(2-(6-(2,4-dimethoxypyrimidin-5-yl)-3-methylpyridazin-4-yl)cyclopropyl)propane